FC(OC1=C(C(=O)N[C@H]2[C@H](C2)F)C(=CC(=C1)C=1C=NN2C1C=CC(=C2)C2(CCC2)C(=O)N2CCOCC2)OC)F 2-(Difluoromethoxy)-N-[(1R,2S)-2-fluorocyclopropyl]-6-methoxy-4-[6-[1-(morpholine-4-carbonyl)cyclobutyl]pyrazolo[1,5-a]pyridin-3-yl]benzamide